C(C)(C)(C)OC(=O)N1[C@H]2CN(C[C@@H]1CC2)C=2C1=C(N=C(N2)OCC23CCCN3CCC2)CN(CC1)C(=O)OCC1=CC=CC=C1 benzyl 4-((1R,5S)-8-(tert-butoxycarbonyl)-3,8-diazabicyclo[3.2.1]octan-3-yl)-2-((hexahydro-1H-pyrrolizin-7a-yl)methoxy)-5,6-dihydropyrido[3,4-d]pyrimidine-7(8H)-carboxylate